C1(=CC=CC2=CC=CC=C12)C[C@@]1(NCCC1)C(=O)O α-(1-naphthalenylmethyl)-proline